4-(6-chloro-8-fluoro-2-((1-methylpiperidin-4-yl)oxy)-4-(3-vinyl-5,6-dihydroimidazo[1,5-a]pyrazin-7(8H)-yl)quinazolin-7-yl)naphthalen-2-ol ClC=1C=C2C(=NC(=NC2=C(C1C1=CC(=CC2=CC=CC=C12)O)F)OC1CCN(CC1)C)N1CC=2N(CC1)C(=NC2)C=C